7-(chloromethyl)-3-cyclopropyl-1,5-naphthyridin-2(1H)-one ClCC1=CN=C2C=C(C(NC2=C1)=O)C1CC1